FC(CC1(C(N(C=2C3=C(C=CC=C13)OC(C2)=O)C)=O)C)(SC2=CC=C(C=C2)OC)F 6-(2,2-difluoro-2-((4-methoxyphenyl)thio)ethyl)-4,6-dimethylpyrano[2,3,4-ij]isoquinoline-2,5(4H,6H)-dione